N1=CC(=CC=C1)C=1SC(=CC1)C=1C=NC=CC1 2,5-Di(Pyridin-3-yl)thiophene